4-oxo-3,4,5,6,7,8-hexahydropyrido[3,4-d]pyrimidin O=C1C2=C(N=CN1)CNCC2